(3S,6S,8R,10aR)-8-cyclopropoxy-6-((S)-2-(methylamino)propanamido)-5-oxo-N-((R)-1,2,3,4-tetrahydronaphthalen-1-yl)decahydropyrrolo[1,2-a]azocine-3-carboxamide C1(CC1)O[C@@H]1CC[C@@H]2N(C([C@H](C1)NC([C@H](C)NC)=O)=O)[C@@H](CC2)C(=O)N[C@@H]2CCCC1=CC=CC=C21